tert-butyl 4-((3-ethyl-2,4-dioxo-1,2,3,4-tetrahydrothieno[3,2-d]pyrimidin-6-yl) methyl)-3-oxopiperazine-1-carboxylate C(C)N1C(NC2=C(C1=O)SC(=C2)CN2C(CN(CC2)C(=O)OC(C)(C)C)=O)=O